3β-Acetoxy-20-isopentylamino-5α-pregnane C(C)(=O)O[C@@H]1C[C@@H]2CC[C@H]3[C@@H]4CC[C@H](C(C)NCCC(C)C)[C@]4(CC[C@@H]3[C@]2(CC1)C)C